2,4,6-trimethylbenzoyl-ethoxyl-phenylphosphine oxide CC1=C(C(=O)P(C2=CC=CC=C2)(OCC)=O)C(=CC(=C1)C)C